CS(=O)(=O)OCCCC#CC1=C2CN(C(C2=CC=C1)=O)C1C(NC(CC1)=O)=O 5-(2-(2,6-dioxopiperidin-3-yl)-1-oxo Isoindolin-4-yl)pent-4-yn-1-yl methanesulfonate